2-[(9-bromononan-2-yl)oxy]oxane BrCCCCCCCC(C)OC1OCCCC1